QUINOLINON N1C(C=CC2=CC=CC=C12)=O